6-vinyl-[1,2,4]triazolo[1,5-a]pyrazine C(=C)C=1N=CC=2N(C1)N=CN2